(R,E)-3-(5-chloro-1H-pyrrolo[2,3-b]pyridin-3-yl)-2-cyano-N-(1-(4-fluorophenyl)ethyl)acrylamide ClC=1C=C2C(=NC1)NC=C2/C=C(/C(=O)N[C@H](C)C2=CC=C(C=C2)F)\C#N